C(C)(C)(C)OC(=O)[C@H]1N(CCC1)C(COC(\C(=C\C(=O)O)\C)=O)=O methyl-(2E)-but-2-ene-1,4-dioic acid 2-{(2S)-2-[(tert-butyl) oxycarbonyl] pyrrolidinyl}-2-oxoethyl ester